N-[2-(methoxymethyl)-2-methyl-6-morpholino-3H-benzofuran-5-yl]pyrazolo[1,5-a]pyrimidine-3-carboxamide COCC1(OC2=C(C1)C=C(C(=C2)N2CCOCC2)NC(=O)C=2C=NN1C2N=CC=C1)C